C1(=CC=CC=C1)S(=O)(=O)N1C=CC=2C1=NC=C1C2N(C(=N1)[C@@H](C)O)C1CNCC1 (1R)-1-(6-(benzenesulfonyl)-1-(pyrrolidin-3-yl)-1,6-dihydroimidazo[4,5-d]pyrrolo[2,3-b]pyridin-2-yl)ethanol